CNN1CCCC1 (methylamino)pyrrolidin